NC1=CC=C(C=C1)N1C[C@@H](N(CC1)C(=O)OC(C)(C)C)C tert-butyl (S)-4-(4-aminophenyl)-2-methylpiperazine-1-carboxylate